N-cyclohexyl-4-morpholino-2-[(2E)-2-(m-tolylmethylene)hydrazino]thieno[2,3-d]pyrimidine-6-carboxamide C1(CCCCC1)NC(=O)C1=CC2=C(N=C(N=C2N2CCOCC2)N/N=C/C=2C=C(C=CC2)C)S1